C(C1=CC=CC=C1)NC(C#N)CC(C(C)C)(C)C 2-(benzylamino)-4,4,5-trimethylhexanenitrile